3-(1,2,3,5,6,7-hexahydro-s-indacen-4-yl)-1-[(1-methylpiperidin-4-yl)[1-(2,2,2-trifluoroethyl)-1H-pyrazol-4-yl]sulfamoyl]urea sodium salt [Na].C1CCC2=C(C=3CCCC3C=C12)NC(NS(N(C=1C=NN(C1)CC(F)(F)F)C1CCN(CC1)C)(=O)=O)=O